FC=1C=C(C=C(C1F)F)C1=C(C=CC=C1)NC(=O)C=1CN(NC1)C 2-methyl-1H-pyrazole-4-carboxylic acid (3',4',5'-trifluoro-biphenyl-2-yl)-amide